2-(3-((Benzyloxy)methyl)cyclobut-1-en-1-yl)-4,4,5,5-tetramethyl-1,3,2-dioxaborolane C(C1=CC=CC=C1)OCC1C=C(C1)B1OC(C(O1)(C)C)(C)C